FC(C1=CC(=NC(=C1)C(F)(F)F)N1[C@@H](CCC1)C(=O)N(C1=CC=CC=C1)C1=CC=CC=C1)(F)F (S)-1-(4,6-bis(trifluoromethyl)-pyridin-2-yl)-N,N-diphenylpyrrolidine-2-carboxamide